NC=1C=C(C(=O)N[C@@H](CC(=O)OC(C)(C)C)C(OC)OC)C=CC1 tertbutyl (S)-3-(3-aminobenzamido)-4,4-dimethoxybutanoate